(S)-2-amino-3-(3-hydroxy-4-(phosphonooxy)phenyl)propionic acid methyl ester COC([C@H](CC1=CC(=C(C=C1)OP(=O)(O)O)O)N)=O